ClC1=CC=C(C=C1)C(CS(=O)(=O)C1=CC=CC=C1)=O 1-(4-chlorophenyl)-2-(phenylsulfonyl)ethane-1-one